BrC=1C(=C(OC2CCC(CC2)CCCCN2CCN(CC2)C2=CC=C3C(=NN(C3=C2)C)C2C(NC(CC2)=O)=O)C=CC1)C(F)(F)F 3-(6-(4-(4-((1r,4s)-4-(3-bromo-2-(trifluoromethyl)phenoxy)cyclohexyl)butyl)piperazin-1-yl)-1-methyl-1H-indazol-3-yl)piperidine-2,6-dione